(R)-2-methyl-N-(3-methyl-5-(N-(1-(piperidin-4-yl)ethyl)sulfamoyl)pyridin-2-yl)benzamide hydrochloride Cl.CC1=C(C(=O)NC2=NC=C(C=C2C)S(N[C@H](C)C2CCNCC2)(=O)=O)C=CC=C1